N=1NN=NC1CC=1C=CC(=C(CC=2C(=NC(=NC2N[C@H](CCSC)CCCC)N)CCC(=O)N[C@H](CCSC)CCCC)C1)OC 3-(5-(5-((2H-tetrazol-5-yl)methyl)-2-methoxybenzyl)-2-amino-6-(((S)-1-(methylthio)heptan-3-yl)amino)pyrimidin-4-yl)-N-((S)-1-(methylthio)heptan-3-yl)propanamide